3,6-dihydro-1,2-dithiin S1SCC=CC1